6-(cyclobutylamino)isonicotinate C1(CCC1)NC=1N=CC=C(C(=O)[O-])C1